FC1=CC(=C(C=C1)C1=CC(=CC=C1)C1=NC2=C(N1)C(=CC(=C2)CN([C@H]2[C@H](CCC2)O)C)C(F)(F)F)C2=NN=CN2C (1S,2R)-2-(((2-(4'-Fluoro-2'-(4-methyl-4H-1,2,4-triazol-3-yl)-[1,1'-biphenyl]-3-yl)-7-(trifluoromethyl)-1H-benzo[d]imidazol-5-yl)methyl)(methyl)amino)cyclopentan-1-ol